C(C)(C)(C)OC([C@H](C(C)C1=C(C(=CC=C1F)C)C)NS(=O)(=O)C=1C=NC(=CC1CCO)Cl)=O (2S)-2-[6-chloro-4-(2-hydroxyethyl)pyridine-3-sulfonylamino]-3-(6-fluoro-2,3-dimethylphenyl)butanoic acid tert-butyl ester